r-methylparaben COC(=O)C1=CC=C(O)C=C1